ClC1=CC(=C(C=C1)C1=NN=C(S1)N([C@H]1[C@H]([C@@H]2CCC[C@H](C1)N2C(=O)OC(C)(C)C)F)C)OCOC |r| Racemic-tert-butyl (1S,2S,3R,5R)-3-((5-(4-chloro-2-(methoxymethoxy)phenyl)-1,3,4-thiadiazol-2-yl)(methyl)amino)-2-fluoro-9-azabicyclo[3.3.1]nonane-9-carboxylate